[Cl-].C[NH+](CCC[Si](O)(O)O)C N,N-dimethyl-N-[3-(trihydroxysilyl)propyl]ammonium chloride